n-pentylcyclobutane-1,3-diol C(CCCC)C1(CC(C1)O)O